6-amino-N-(2-(1,2,3,4,5-pentamethylcyclopenta-2,4-dien-1-yl)ethyl)hexanamide oxalate C(C(=O)O)(=O)O.NCCCCCC(=O)NCCC1(C(=C(C(=C1C)C)C)C)C